BrC(C)C1=NC(=NC=C1)C(F)(F)F (1-bromoethyl)-2-(trifluoromethyl)pyrimidine